2-(3-((1-(3-chlorophenyl)-1H-1,2,3-triazol-4-yl)methyl)-2-imino-2,3-dihydro-1H-benzo[d]imidazol-1-yl)-1-(3,4-dichlorophenyl)ethan-1-ol ClC=1C=C(C=CC1)N1N=NC(=C1)CN1C(N(C2=C1C=CC=C2)CC(O)C2=CC(=C(C=C2)Cl)Cl)=N